n-tridecyl caprylate C(CCCCCCC)(=O)OCCCCCCCCCCCCC